4-(8-bromo-2-oxo-2,3-dihydro-1H-imidazo[4,5-c]quinolin-1-yl)-N,N-dimethylbenzamide BrC1=CC=2C3=C(C=NC2C=C1)NC(N3C3=CC=C(C(=O)N(C)C)C=C3)=O